ClC1=C(C#N)C=C(C=C1)C(=O)N1CC=2C(=NN3C2C(N(CC3)[C@H](C)C3=CC(=NC=C3)C(F)(F)F)=O)C[C@H]1C |o1:22| 2-Chloro-5-((R)-3-methyl-10-oxo-9-((R*)-1-(2-(trifluoromethyl)pyridin-4-yl)ethyl)-1,2,3,4,7,8,9,10-octahydropyrido[4',3':3,4]pyrazolo[1,5-a]pyrazine-2-carbonyl)benzonitrile